OC[C@H](C1=CC=CC=C1)NC1=NC(=NC=C1C=1C=NN(C1)CC(C)(C)O)NC=1C=C2C(NC(C2=CC1)=O)(C)C (S)-5-((4-((2-hydroxy-1-phenylethyl)amino)-5-(1-(2-hydroxy-2-methylpropyl)-1H-pyrazol-4-yl)pyrimidin-2-yl)amino)-3,3-dimethylisoindol-1-one